BrC=1C=C2C=C(C(N(C2=NC1)CC1=NC=C(C=C1)F)=O)C(=O)OCC ethyl 6-bromo-1-((5-fluoropyridin-2-yl)methyl)-2-oxo-1,2-dihydro-1,8-naphthyridine-3-carboxylate